1-(2-fluorophenyl)-6-((5-fluoropyridin-2-yl)amino)-1,2-dihydro-3H-pyrazolo[4,3-c]pyridin-3-one FC1=C(C=CC=C1)N1NC(C=2C=NC(=CC21)NC2=NC=C(C=C2)F)=O